ClC1=C(/C=N/O)C=C(C(=C1)F)N1C(N(C(=CC1=O)C(F)(F)F)C)=O (E)-2-chloro-4-fluoro-5-(3-methyl-2,6-dioxo-4-trifluoromethyl-3,6-dihydropyrimidine-1(2H)-yl)benzaldehyde oxime